S(=O)(O)O.N[C@@H](CCS)C(=O)O homocysteine sulfite